2-fluoro-5-hydroxybenzoic acid FC1=C(C(=O)O)C=C(C=C1)O